C(C)(C)(C)OC(=O)N1C(CCCC1)COC1=NC=2N(C(=N1)NCC1=CC(=CC=C1)NC(C1=CC(=CC=C1)NC(C=C)=O)=O)N=CC2C(C)C (((4-((3-(3-acrylamidobenzoylamino)benzyl)amino)-8-isopropylpyrazolo[1,5-a][1,3,5]triazin-2-yl)oxy)methyl)piperidine-1-carboxylic acid tert-butyl ester